1-(((R)-7-((R)-3-cyclohexyl-2-methylpropanoyl)-10-hydroxy-7-azaspiro[4.5]decan-10-yl)methyl)-4-cyclopropyl-N,N-dimethyl-6-oxo-1,6-dihydropyridine-3-carboxamide C1(CCCCC1)C[C@H](C(=O)N1CC2(CCCC2)[C@@](CC1)(O)CN1C=C(C(=CC1=O)C1CC1)C(=O)N(C)C)C